(S)-5-methyl-3-(trifluoromethyl)-5a,6,8,9-tetrahydropyrido[3',2':4,5]imidazo[1,2-a]pyrazin CN1C2=C(N3[C@H]1CNCC3)N=CC(=C2)C(F)(F)F